C(C)(C)(C)C=1C=C(CP(OCCCCCCCCCCCCCCCCCC)(OCCCCCCCCCCCCCCCCCC)=O)C=C(C1O)C(C)(C)C distearyl (3,5-di-tert-butyl-4-hydroxybenzyl)phosphonate